tert-Butyl 2-(4-(tert-butyl)pyridin-2-yl)-7-azaspiro[3.5]nonane-7-carboxylate C(C)(C)(C)C1=CC(=NC=C1)C1CC2(C1)CCN(CC2)C(=O)OC(C)(C)C